C(C)(C)(C)OC(=O)N1CCC(CC1)C1=CC=C(C=C1)NC.COC=1C=CC2=C3C(C(N=C2C1)=O)=NC(N3CC3=CC=C(C=C3)S(=O)(=N)C)C(=O)O 7-methoxy-1-(4-(S-methylsulfonimidoyl)benzyl)-1H-imidazo[4,5-c]quinoloneformic acid tert-butyl-4-[4-(methylamino)phenyl]piperidine-1-carboxylate